(2-amino-4,5-dimethoxy-phenyl)-2-chloro-ethanone NC1=C(C=C(C(=C1)OC)OC)C(CCl)=O